2-[cyano-(2,6-difluoro-4-pyridyl)-amino]-N-(2,2-dimethylcyclobutyl)-5-methyl-thiazole-4-carboxamide C(#N)N(C=1SC(=C(N1)C(=O)NC1C(CC1)(C)C)C)C1=CC(=NC(=C1)F)F